(±)-cis-N-(8-chloro-6-(1-methyl-6-oxo-1,6-dihydropyridin-2-yl)isoquinolin-3-yl)-2-fluorocyclopropanecarboxamide ClC=1C=C(C=C2C=C(N=CC12)NC(=O)[C@H]1[C@H](C1)F)C=1N(C(C=CC1)=O)C |r|